NC1=NC=C(C=C1O[C@H](C)C=1C=CC(=C(C1)C)NC(C1=CC(=CC=C1)S(=O)(=O)C)=O)Cl (R)-N-(5-(1-((2-amino-5-chloropyridin-3-yl)oxy)ethyl)-2-tolyl)-3-(methylsulfonyl)benzamide